(1R,4S)-4-phenylcyclohexyl L-alaninate N[C@@H](C)C(=O)OC1CCC(CC1)C1=CC=CC=C1